C(#N)[C@@]1(COCC2=CC=C(C=C12)C(=O)O)C (R)-4-cyano-4-methylisochroman-6-carboxylic acid